OC=1C=C(C=C(C1C1CC(CCC1C(C)C)C)O)\C=C\C1=CC=CC=C1 3,5-dihydroxy-4-[(1''S-3''S-4''S)-p-menthyl]-trans-stilbene